tert-butyl (propylsulfonyl)(3-(5-(4,4,5,5-tetramethyl-1,3,2-dioxaborolan-2-yl)-1-(triisopropylsilyl)-1H-pyrrolo[2,3-b]pyridine-4-carbonyl)cyclobutyl)carbamate C(CC)S(=O)(=O)N(C(OC(C)(C)C)=O)C1CC(C1)C(=O)C=1C2=C(N=CC1B1OC(C(O1)(C)C)(C)C)N(C=C2)[Si](C(C)C)(C(C)C)C(C)C